BrC=1C=C(C(=C(C1)S(=O)(=O)NC1=CC(=CC(=C1)N1C(NCC1)=O)Cl)O)Cl 5-Bromo-3-chloro-N-(3-chloro-5-(2-oxoimidazolidin-1-yl)phenyl)-2-hydroxybenzenesulfonamide